3,3'-methylenebis-benzaldehyde C(C=1C=C(C=O)C=CC1)C=1C=C(C=O)C=CC1